C1(CCCCC1)OCC(O)O dihydroxyethyl cyclohexyl ether